NC1CC(C1)NC(C1=C(C=C(C=C1)NC=1C=2N(C=CN1)C(=CN2)C=2C(=NNC2)C(F)(F)F)Cl)=O N-(3-aminocyclobutyl)-2-chloro-4-[[3-[3-(trifluoromethyl)-1H-pyrazol-4-yl]imidazo[1,2-a]pyrazin-8-yl]amino]benzamide